ClC=1C(=C(C=CC1F)[C@@H](NC(=O)N1[C@@H](C(NCC1)=O)C)[C@@H]1C[C@@H](C1)OC)F |o1:8| (2R)-N-((S or R)-(3-chloro-2,4-difluoro-phenyl)(cis-3-methoxycyclobutyl)-methyl)-2-methyl-3-oxopiperazine-1-carboxamide